8-Chloro-1,2,3,4-tetrahydrobenzo[c][2,7]naphthyridine ClC=1C=CC2=C(N=CC=3CNCCC23)C1